(R)-7-(2-cyclopropyl-benzyl)-5-(2'-methoxy-4'-trifluoromethyl-3,4,5,6-tetrahydro-2H-[1,3']bipyridinyl-4-yl)-2,4-dimethyl-2,4,5,7-tetrahydro-pyrazolo[3,4-d]pyrimidin-6-one C1(CC1)C1=C(CN2C(N([C@@H](C=3C2=NN(C3)C)C)C3CCN(CC3)C=3C(=NC=CC3C(F)(F)F)OC)=O)C=CC=C1